C1(=CC=CC=C1)C(C#C)O 1-phenyl-2-propyn-1-ol